CN1N=CC2=CC(=CC=C12)C1=CC=C(C=C1)C(N(C(=O)[C@H]1[C@H]2CC[C@@H](C1)C2)C=2C=C(C=CC2)/C=C/C(=O)OC)[2H] methyl (E)-3-(3-((1S,2R,4R)-N-((4-(1-methyl-1H-indazol-5-yl)phenyl)methyl-d)bicyclo[2.2.1]heptane-2-carboxamido)phenyl)acrylate